BrC1=C(OC2=CC=C(C=C2)C2=NC3=CC(=C(C=C3C(=N2)N)OCCCN2CCOCC2)OC)C=CC=C1 (4-(2-bromophenoxy)phenyl)-7-methoxy-6-(3-morpholinopropoxy)quinazolin-4-amine